CN(C[C@H](C1=CC(=CC=C1)C(F)(F)F)NS(=O)(=O)C1=CC=C(C=C1)OC1=CC=CC=C1)C (S)-N-(2-(dimethylamino)-1-(3-(trifluoromethyl)phenyl)ethyl)-4-phenoxybenzenesulfonamide